[Mn+].S(=O)(=O)([O-])OOS(=O)(=O)[O-].[NH4+] ammonium persulfate manganese